FC=1C=CC(=NC1)NC(CN1C=2N(C(C3=C1C(N(C3)C(C)C)=O)=O)N=C(C2)C2=CC=C(C=C2)SC)=O N-(5-fluoropyridin-2-yl)-2-(6-isopropyl-2-(4-(methylsulfanyl)phenyl)-5,8-dioxo-5,6,7,8-tetrahydro-4H-pyrazolo[1,5-a]pyrrolo[3,4-d]pyrimidin-4-yl)acetamide